FC1([C@@H]([C@@H](N(C1)C(=O)C1CC(C1)F)CC=1C(=C(C=CC1)C1=CC(=CC(=C1)F)F)F)NS(=O)(=O)CC)F N-{(2s,3r)-4,4-difluoro-1-((1s,3r)-3-fluorocyclobutane-1-carbonyl)-2-[(2,3',5'-trifluoro[1,1'-biphenyl]-3-yl)methyl]pyrrolidin-3-yl}ethanesulfonamide